4-(4-((5-methyl-1H-pyrazol-3-yl)amino)thieno[2,3-d]pyrimidin-2-yl)cyclohex-3-enecarboxamide CC1=CC(=NN1)NC=1C2=C(N=C(N1)C1=CCC(CC1)C(=O)N)SC=C2